OC[C@@H](CC(C)C)NC1=NC(=NC(=N1)C[C@H](C)C=1C(=NC=CC1)OC)NS(=O)(=O)C |o1:15| N-(4-(((R)-1-hydroxy-4-methylpentan-2-yl)amino)-6-((S*)-2-(2-methoxypyridin-3-yl)propyl)-1,3,5-triazin-2-yl)methanesulfonamide